NC1(CC1)C1=CC=C(C=C1)N1C(=NC=2C1=NC(=CC2)C2=CC=CC=C2)C=2C(=NC=CC2)N 3-(3-(4-(1-aminocyclopropyl)phenyl)-5-phenyl-3H-imidazo[4,5-b]pyridin-2-yl)pyridin-2-amine